FC1=C2C=CN(C2=C(C=C1)C)C1=CC(=CC=C1)N1CCC(CC1)N1CCCC1 4-fluoro-7-methyl-N-(3-(4-(pyrrolidin-1-yl)piperidin-1-yl)phenyl)-1H-indole